C(O)(O)=O.CN1N=CC(=C1)[Cs] (1-methyl-1H-pyrazol-4-yl)Cesium carbonate